FC1=C(C=C(C=C1)C1=NN(C(C2=CC=CC=C12)=O)C1=CC=C(C=C1)F)\C=[N+](\C(C)C)/[O-] (Z)-1-(2-fluoro-5-(3-(4-fluorophenyl)-4-oxo-3,4-dihydrophthalazin-1-yl)phenyl)-N-isopropylmethanimine oxide